{3-[6-amino-5-(2,6-dichloro-benzyloxy)-pyridin-3-yl]-phenyl}-[(2R)-2-pyrrolidin-1-ylmethyl-pyrrolidin-1-yl]-methanone NC1=C(C=C(C=N1)C=1C=C(C=CC1)C(=O)N1[C@H](CCC1)CN1CCCC1)OCC1=C(C=CC=C1Cl)Cl